2-((1-(3,6-Dimethyl-2-(5-morpholinopyridin-2-yl)-4-oxo-4H-chromen-8-yl)ethyl)amino)benzoic acid CC1=C(OC2=C(C=C(C=C2C1=O)C)C(C)NC1=C(C(=O)O)C=CC=C1)C1=NC=C(C=C1)N1CCOCC1